(trifluoroacetate) TFA salt OC(=O)C(F)(F)F.FC(C(=O)O)(F)F